O=C1NC(CCC1N1C(N(C2=C1C=CC(=C2)N2CCN(CC2)C2C(CN(CC2)C(=O)OC(C)(C)C)(F)F)C)=O)=O tert-butyl 4-{4-[1-(2,6-dioxopiperidin-3-yl)-3-methyl-2-oxo-1,3-benzodiazol-5-yl] piperazin-1-yl}-3,3-difluoropiperidine-1-carboxylate